C(C1=CC=CC=C1)(=O)C=1N2CC[C@H](C2=CC1)C(=O)O |r| (+/-)-5-Benzoyl-2,3-dihydro-1H-pyrrolizine-1-carboxylic acid